2-fluoroisobutyronitrile FC(C#N)(C)C